C(C)(C)(C)C1NCC2C1CN(C2)CC2=C(N=C1N2C=CC=C1)C1=CC=C(C=C1)C(C)C tert-butyl-5-{[2-(4-isopropylphenyl)imidazo[1,2-a]pyridin-3-yl]methyl}hexahydropyrrolo[3,4-c]pyrrole